CC1C(N(CCC1)C(C(=O)OCC(F)(F)F)=O)C1=CC=CC=C1 2,2,2-trifluoroethyl 2-(3-methyl-2-phenyl-1-piperidyl)-2-oxo-acetate